3-(2,4-dichlorophenyl)-2-oxo-1-oxaspiro[4.5]-dec-3-en-4-yl-2,2-dimethylbutyrate ClC1=C(C=CC(=C1)Cl)C=1C(OC2(C1OC(C(CC)(C)C)=O)CCCCC2)=O